(S)-1-(1-((2-(4-((4-(morpholino-methyl)phenyl)ethynyl)phenyl)thiazol-4-yl)methyl)-1H-imidazol-2-yl)ethan-1-ol O1CCN(CC1)CC1=CC=C(C=C1)C#CC1=CC=C(C=C1)C=1SC=C(N1)CN1C(=NC=C1)[C@H](C)O